(Z)-4-methyl-N-(1,4,8-triphenyl-3-(pyridin-2-yl)-7-oxa-1,2-diazaspiro[4.4]nona-2,8-dien-6-ylidene)benzenesulfonamide CC1=CC=C(C=C1)S(=O)(=O)\N=C/1\C2(C(C(=NN2C2=CC=CC=C2)C2=NC=CC=C2)C2=CC=CC=C2)C=C(O1)C1=CC=CC=C1